N,N-dimethyl-1-(1-(2-(2-(1-methyl-1H-pyrazol-4-yl)ethoxy)-6-morpholinopyrimidin-4-yl)-3-(m-tolyl)-1H-pyrazol-5-yl)methanamine CN(CC1=CC(=NN1C1=NC(=NC(=C1)N1CCOCC1)OCCC=1C=NN(C1)C)C=1C=C(C=CC1)C)C